4'-(4-hydroxybutyl-oxy)chalcone OCCCCOC1=CC=C(C(/C=C/C2=CC=CC=C2)=O)C=C1